2-(2,6-dioxopiperidin-3-yl)-5-(4-{[2-oxo-3-(pyridin-2-yl)-1,3-diazinan-1-yl]methyl}piperidin-1-yl)isoindole-1,3-dione O=C1NC(CCC1N1C(C2=CC=C(C=C2C1=O)N1CCC(CC1)CN1C(N(CCC1)C1=NC=CC=C1)=O)=O)=O